3-[6-imino-3-(4-methylphenyl)pyridazin-1-yl]propionic acid N=C1C=CC(=NN1CCC(=O)O)C1=CC=C(C=C1)C